CS(=O)(=O)N1CCC(CC1)NC=1N=CC2=C(N1)NC(C(=C2)C#N)=O 2-((1-(methylsulfonyl)piperidin-4-yl)amino)-7-oxo-7,8-dihydropyrido[2,3-d]pyrimidine-6-carbonitrile